C(C)(C)(C)OC(NC1=CNC2=CC=C(C=C12)O)=O.FC(CN1CCC(CC1)CCOC=1C=C2C(=CNC2=CC1)NC(OC(C)(C)C)=O)(F)F tert-butyl N-(5-[2-[1-(2,2,2-trifluoroethyl)piperidin-4-yl]ethoxy]-1H-indol-3-yl)carbamate tert-Butyl-N-(5-hydroxy-1H-indol-3-yl)carbamate